2-[(4-methoxyphenyl)methyl]-5,5-dimethyl-6H,7H-pyrrolo[1,2-c]pyrimidine-1,3-dione COC1=CC=C(C=C1)CN1C(N2C(=CC1=O)C(CC2)(C)C)=O